C(C)(=O)OC1=CC=C(C=C1)[S+](C)CC1=C(C=CC=C1)C (4-acetoxyphenyl)(2-methylbenzyl)methylsulfonium